BrC1=CC=C2C(=NN(C2=C1F)C)N 6-bromo-7-fluoro-1-methyl-indazol-3-amine